COC(CN1C(C=2N(CC1C(=O)NC1=C(C=CC=C1C)C)C=C(C(C2O)=O)C(=O)O)=O)OC 2-(2,2-dimethoxyethyl)-3-((2,6-dimethylphenyl)aminocarbonyl)-9-hydroxy-1,8-dioxo-1,3,4,8-tetrahydro-2H-pyrido[1,2-a]pyrazine-7-carboxylic acid